C(#N)C=1C2=C(SC1NC(OC(C)(C)C)=O)C=CC(=C2C=2C1=C(C=3C(=NC(=NC3C2F)SCC)OCOCC[Si](C)(C)C)COC1)F tert-butyl (3-cyano-4-(3-(ethylthio)-5-fluoro-1-((2-(trimethylsilyl)ethoxy)methoxy)-7,9-dihydrofuro[3,4-f]quinazolin-6-yl)-5-fluorobenzo[b]thiophen-2-yl)carbamate